2-fluoro-4-methyl-5-[2-(1-methylpyrazol-4-yl)-6-(morpholin-4-yl)pyridin-4-yl]aniline FC1=C(N)C=C(C(=C1)C)C1=CC(=NC(=C1)N1CCOCC1)C=1C=NN(C1)C